1-cyclopropyl-N-(6-(thiazol-5-yl)isoquinolin-3-yl)piperidine-4-carboxamide C1(CC1)N1CCC(CC1)C(=O)NC=1N=CC2=CC=C(C=C2C1)C1=CN=CS1